TETRAHYDROISOQUINOLINE-7-SULFONAMIDE C1NCCC2=CC=C(C=C12)S(=O)(=O)N